C1(CCCC1)NC(=O)C1(CC1)NS(=O)(=O)C1=C(C=CC(=C1)OC1=C(C=C(C=C1Cl)N1N=C(C(NC1=O)=O)C(F)F)Cl)O N-cyclopentyl-1-((5-(2,6-dichloro-4-(6-(difluoromethyl)-3,5-dioxo-4,5-dihydro-1,2,4-triazin-2(3H)-yl)phenoxy)-2-hydroxyphenyl)sulfonamido)cyclopropane-1-carboxamide